methyl-(methyl)carbamic acid tert-butyl ester C(C)(C)(C)OC(N(C)C)=O